[5-[4-[6-chloro-5-[(1-cyanocyclopropyl)-methyl-carbamoyl]-3-pyridyl]pyrazol-1-yl]-1-methyl-4-(trifluoromethyl)pyrazol-3-yl]1,1,1,2,3,3,3-heptafluoropropane-2-sulfonate ClC1=C(C=C(C=N1)C=1C=NN(C1)C1=C(C(=NN1C)OS(=O)(=O)C(C(F)(F)F)(C(F)(F)F)F)C(F)(F)F)C(N(C)C1(CC1)C#N)=O